O1C=CC2=C1C(=CC=C2)C=CC=O 3-(benzofuran-7-yl)propenal